C(=C)CC(=O)O.C(C)(=O)O acetic acid (vinyl acetate)